[O-]SC#N.[S-]C#N thiocyanate (hypothiocyanite)